OC12C(=NC3=CN=CC=C3C1=O)N(CC2)C2=CC=NC=C2 3a-hydroxy-1-(pyridin-4-yl)-1H,2H,3H,3aH,4H-pyrrolo[2,3-b]1,7-naphthyridin-4-one